[N+](=O)([O-])C=1C=CC2=C(CC(O2)C(=O)OC)C1 methyl 5-nitro-2,3-dihydrobenzofuran-2-carboxylate